FC=1C=C(C=CC1F)C1=C(N=CN1)C=1C=C2C=C(C=NC2=CC1)NCCN1CCN(CC1)C(C)C 6-[5-(3,4-difluorophenyl)-1H-imidazol-4-yl]-N-[2-(4-isopropylpiperazin-1-yl)ethyl]quinolin-3-amine